C(#N)[C@@]1(OCC1)C(=O)N1CC2(CC2)[C@@H]([C@@H]1CC=1C(=C(C=CC1)C1=C(C=CC(=C1)F)F)F)NS(=O)(=O)CF N-((6S,7S)-5-((R)-2-cyanooxetane-2-carbonyl)-6-((2,2',5'-trifluoro-[1,1'-biphenyl]-3-yl)methyl)-5-azaspiro[2.4]heptan-7-yl)-1-fluoromethanesulfonamide